OC1=C(C(=CC=C1)C)C=1C(=CC=CC1C)C(=O)N (S)-2'-hydroxy-6,6'-dimethyl-[1,1'-biphenyl]-2-carboxamide